Cl.C(C1=CC=CC=C1)C1=C(OCC(=O)N2CCN(CC2)C)C=CC(=C1)C 2-(2-benzyl-4-methylphenoxy)-1-(4-methylpiperazin-1-yl)ethanone hydrochloride